CC1(C/C=C/CCCN2C(=CC=3C=CC([C@H](NC1=O)C)=NC23)C=O)C (5E,11R)-8,8,11-trimethyl-9-oxo-1,10,19-triazatricyclo[10.5.2.015,18]nonadeca-5,12(19),13,15(18),16-pentaene-17-carbaldehyde